N-([1,1':2',1''-terphenyl]-3'-yl)-9-phenyl-N-(6-phenylnaphthalen-2-yl)-9H-carbazole-2-amine C1(=CC=CC=C1)C=1C(=C(C=CC1)N(C1=CC=2N(C3=CC=CC=C3C2C=C1)C1=CC=CC=C1)C1=CC2=CC=C(C=C2C=C1)C1=CC=CC=C1)C1=CC=CC=C1